NCCC=1C=NN(C1)C1=CC(=C(C=N1)C#N)C 6-(4-(2-aminoethyl)-1H-pyrazol-1-yl)-4-methylpyridine-3-carbonitrile